tert-butyl N-methyl-N-[2-[2-methyl-4-[1-tetrahydropyran-2-yl-3-(2-triisopropylsilylethynyl)indazol-5-yl]pyrazol-3-yl]oxyethyl]carbamate CN(C(OC(C)(C)C)=O)CCOC=1N(N=CC1C=1C=C2C(=NN(C2=CC1)C1OCCCC1)C#C[Si](C(C)C)(C(C)C)C(C)C)C